DIETHYLAZELATE C(C)OC(CCCCCCCC(=O)OCC)=O